N1(CCCC1)CCCN 3-(pyrrolidine-1-yl)propan-1-amine